10-Chloro-7H-benzimidazo[2,1-a]benz[de]isoquinolin-7-one ClC=1C=CC2=C(C1)N1C(C=3C=CC=C4C3C(C1=O)=CC=C4)=N2